4-((5-Chloro-7-(2-((3-isopropyl-5-methyl-2,6-dioxo-3,6-dihydropyrimidine-1(2H)-yl)methyl)thieno[3,2-b]pyridin-7-yl)-1H-indol-1-yl)methyl)piperidine-4-carbonitrile ClC=1C=C2C=CN(C2=C(C1)C1=C2C(=NC=C1)C=C(S2)CN2C(N(C=C(C2=O)C)C(C)C)=O)CC2(CCNCC2)C#N